4-Nitro-2-methoxyphenol [N+](=O)([O-])C1=CC(=C(C=C1)O)OC